(S)-5-(2-(4-fluoro-N-methylbenzamido)-3-phenylpropanamido)pyridine-2-sulfonyl chloride FC1=CC=C(C(=O)N(C)[C@H](C(=O)NC=2C=CC(=NC2)S(=O)(=O)Cl)CC2=CC=CC=C2)C=C1